C(C=C)(=O)O.C(C=C)(=O)O.C(C=C)(=O)O.CCCOC(C(CO)(CO)CO)C (3-propoxy)trimethylolpropane triacrylate